isoamyl lactate (isoamyl lactate) C(CC(C)C)C(C(=O)O)(O)C.C(C(O)C)(=O)OCCC(C)C